4,5-DIHYDROTHIAZOLE-5-CARBOXYLIC ACID S1C=NCC1C(=O)O